NC1=NC(=C(C=2N1N=C(N2)CC2=NC=CC=C2)C2=CC=NN2CCC)C2=C(C#N)C=CC=C2 (5-amino-8-(1-propyl-1H-pyrazol-5-yl)-2-(pyridin-2-ylmethyl)-[1,2,4]triazolo[1,5-c]pyrimidin-7-yl)benzonitrile